2-[2-[2-Chloro-6-cyano-4-[1-methyl-1-[4-[(2-methylsulfanylpyrimidin-4-yl)methoxy]phenyl]ethyl]phenoxy]ethoxy]ethyl 4-methylbenzenesulfonate CC1=CC=C(C=C1)S(=O)(=O)OCCOCCOC1=C(C=C(C=C1C#N)C(C)(C1=CC=C(C=C1)OCC1=NC(=NC=C1)SC)C)Cl